NCCOCCN(C)C 2-(2-aminoethoxy)-N,N-dimethylethylamine